spiro[bicyclo[3.2.1]octane-8,1'-pyrrolidin]-1'-ium chloride [Cl-].[N+]12(CCCC1)C1CCCC2CC1